methyl 2,2,3,3-tetrafluoropropanoate FC(C(=O)OC)(C(F)F)F